(S)-1-((2-(3'-(5-(hydroxymethyl)-1,3,4-oxadiazol-2-yl)-2,2'-dimethyl-[1,1'-biphenyl]-3-yl)benzo[d]oxazol-5-yl)methyl)piperidine-2-carboxylic acid OCC1=NN=C(O1)C=1C(=C(C=CC1)C1=C(C(=CC=C1)C=1OC2=C(N1)C=C(C=C2)CN2[C@@H](CCCC2)C(=O)O)C)C